(S)-N-(2-cyclopropyl-4-methyl-5-oxo-5,6,7,8-tetrahydro-4H-pyrazolo[1,5-a][1,3]diazepin-6-yl)-1H-1,2,4-triazole-3-carboxamide C1(CC1)C1=NN2C(N(C([C@H](CC2)NC(=O)C2=NNC=N2)=O)C)=C1